4-bromo-2-fluoro-6-(isopropylamino)phenol BrC1=CC(=C(C(=C1)NC(C)C)O)F